(8-(5-(4-fluoro-2-methoxyphenyl)imidazo[2,1-b][1,3,4]thiadiazol-2-yl)-1-oxa-8-azaspiro[4.5]dec-2-yl)methylamine FC1=CC(=C(C=C1)C1=CN=C2SC(=NN21)N2CCC1(CCC(O1)CN)CC2)OC